(2-(2-Ethoxy-5-((4-methylpiperazin-1-yl)sulfonyl)phenyl)-5-methyl-4-oxo-7-propyl-3,4-dihydropyrrolo[2,1-f][1,2,4]triazin-6-yl)methylacetat C(C)OC1=C(C=C(C=C1)S(=O)(=O)N1CCN(CC1)C)C1=NN2C(C(N1)=O)=C(C(=C2CCC)COC(C)=O)C